2-(acryloyloxy)ethyl malate C(C(O)CC(=O)[O-])(=O)OCCOC(C=C)=O